2-bromo-5-(1-methyl-1H-pyrazol-5-yl)-1,3,4-thiadiazole BrC=1SC(=NN1)C1=CC=NN1C